[Cl-].C(CCCCCCCCCCCCCCCCC)[N+](C)(CCCCCCCCCCCCCCCCCC)CCCCCCCCCCCCCCCCCC tristearyl-methylammonium chloride